Ethyl 5-amino-3-fluoro-2-{1-[(1-methylcyclopropyl)methyl]-1H-pyrazol-4-yl}benzoate NC=1C=C(C(=C(C(=O)OCC)C1)C=1C=NN(C1)CC1(CC1)C)F